C1([C@H](O)[C@@H](O)[C@H](O)[C@H](O1)CO)O[C@@H]1[C@H]([C@H](O)O[C@@H]([C@H]1O)CO)O glucopyranosyl-(1-3)-β-D-glucopyranose